FC(OC1=C(C=C(C=C1)OC(F)F)C1=NN(C=C1NC(=O)C=1C=NN2C1N=CC=C2)CC=2N=NN(N2)C2CN(CC2)CCN(C)C)F N-[3-[2,5-bis(difluoromethoxy)phenyl]-1-[[2-[1-[2-(dimethylamino)ethyl]pyrrolidin-3-yl]tetrazol-5-yl]methyl]pyrazol-4-yl]pyrazolo[1,5-a]pyrimidine-3-carboxamide